1-methyl-2-((3-phenethyl-3-(tetrahydrofuran-2-yl)pyrrolidin-1-yl)methyl)-1H-imidazole CN1C(=NC=C1)CN1CC(CC1)(C1OCCC1)CCC1=CC=CC=C1